(5-bromopyrimidin-2-yl)[(3-fluoro(2-pyridyl))cyclobutyl]amine BrC=1C=NC(=NC1)NC1(CCC1)C1=NC=CC=C1F